C(C)N1C(=NC(=C1C(=O)O)Cl)N.C(=O)(O)[C@@](C(O)=CC1=CC=CC=C1)(O)[C@@H](O)[C@H](O)[C@H](O)CO carboxybenzylidenesorbitol ethyl-2-amino-4-chloro-1H-imidazole-5-carboxylate